1-(3-(trifluoromethyl)pyridin-2-yl)-5-(trifluoromethyl)-1H-pyrazole-4-carboxylic acid FC(C=1C(=NC=CC1)N1N=CC(=C1C(F)(F)F)C(=O)O)(F)F